FC(C1CC1)(F)F 2-(trifluoromethyl)cyclopropane